7-chloro-N-(4-cyanophenyl)-N-(2-methoxyethyl)-1H-indole-2-carboxamide ClC=1C=CC=C2C=C(NC12)C(=O)N(CCOC)C1=CC=C(C=C1)C#N